BrC=1C=NN(C1)C(F)(F)F 4-bromo-1-(trifluoromethyl)-1H-pyrazole